Cl.Cl.BrC=1C=CC=C2CN3C(=NC12)SC=C3CSC=3NC1=CC=CC=C1CN3 9-bromo-3-(((1,4-dihydroquinazolin-2-yl)thio)methyl)-5H-thiazolo[2,3-b]Quinazoline dihydrochloride